sodium 5-sulfoisophthalic acid salt S(=O)(=O)([O-])C=1C=C(C=C(C(=O)[O-])C1)C(=O)[O-].[Na+].[Na+].[Na+]